bicyclo[2.2.1]hept-5-en-2-yl-phenol C12C(CC(C=C1)C2)C2=C(C=CC=C2)O